S1CCCCCC1 Thiacycloheptane